C(C)OC(CN1C(C=CC=C1)=O)=O 2-(2-oxo-1,2-dihydropyridin-1-yl)acetic acid ethyl ester